Cl(=O)(=O)(=O)O.C(CCCCCCC)N1CC=CC=C1 N-octylpyridine perchlorate salt